pyrrolo[3,4-b]pyridine-6-carboxylate N=1C=2C(C=CC1)=CN(C2)C(=O)[O-]